[N+](=O)([O-])C=1C=NN(C1)CC#N 2-(4-Nitro-1H-pyrazol-1-yl)acetonitrile